C(#N)C1=C(C(=CC=C1)C1=C2N(N=C1)CCC2)NC(=O)N2CCC(CC2)(C)C2=NOC(=N2)[C@H]2[C@H](C2)F N-(2-cyano-6-(5,6-dihydro-4H-pyrrolo[1,2-b]pyrazol-3-yl)phenyl)-4-(5-((1S,2S)-2-fluorocyclopropyl)-1,2,4-oxadiazol-3-yl)-4-methylpiperidine-1-carboxamide